N-(3-chloro-2,4-difluorophenyl)-2-((4-hydroxy-6-(trifluoromethyl)pyrimidin-2-yl)(1H-1,2,4-triazol-3-yl)amino)-N-methylacetamide ClC=1C(=C(C=CC1F)N(C(CN(C1=NNC=N1)C1=NC(=CC(=N1)O)C(F)(F)F)=O)C)F